(1aR,9aS,10aR)-6-(benzyloxy)-5-methoxy-1a,9a,10,10a-tetrahydrobenzo[e]cyclopropa[4,5]pyrrolo[1,2-a][1,4]diazepine-3,9(1H,8H)-dione C(C1=CC=CC=C1)OC=1C(=CC2=C(NC([C@H]3N(C2=O)[C@H]2[C@@H](C3)C2)=O)C1)OC